2,6-bis(octadecyl)-4-methylphenol C(CCCCCCCCCCCCCCCCC)C1=C(C(=CC(=C1)C)CCCCCCCCCCCCCCCCCC)O